C(C)(C)(C)OC(N(CC1=NC(=CC=C1)N1N=CC(=C1)[N+](=O)[O-])C1=CC(=NC=2N1N=CC2C(C)C)Cl)=O (5-chloro-3-isopropylpyrazolo[1,5-a]pyrimidin-7-yl)((6-(4-Nitro-1H-pyrazol-1-yl)pyridin-2-yl)methyl)carbamic acid tert-butyl ester